5-(6-(((S)-1-cyclopropyl-2,2,2-trifluoroethyl)amino)-4-(difluoromethyl)pyridin-3-yl)-4-((S)-2-methylpyrrolidine-1-carbonyl)thiazole-2-carboxylic acid ethyl ester C(C)OC(=O)C=1SC(=C(N1)C(=O)N1[C@H](CCC1)C)C=1C=NC(=CC1C(F)F)N[C@H](C(F)(F)F)C1CC1